[3-[(E)-(2,7-difluorocarbazol-9-yl)iminomethyl]-4-[4-(6-prop-2-enoyloxyhexoxy)benzoyl]oxy-phenyl] 4-(6-prop-2-enoyloxyhexoxy)benzoate C(C=C)(=O)OCCCCCCOC1=CC=C(C(=O)OC2=CC(=C(C=C2)OC(C2=CC=C(C=C2)OCCCCCCOC(C=C)=O)=O)/C=N/N2C3=CC(=CC=C3C=3C=CC(=CC23)F)F)C=C1